4-O-(α-D-glucopyranosyl)-α-D-glucopyranose [C@H]1([C@H](O)[C@@H](O)[C@H](O)[C@H](O1)CO)O[C@H]1[C@@H]([C@H]([C@@H](O)O[C@@H]1CO)O)O